tert-butyl (3-hydroxy-1-oxo-1-{2-[4-(trifluoromethoxy)benzoyl]hydrazinyl}propan-2-yl)carbamate OCC(C(NNC(C1=CC=C(C=C1)OC(F)(F)F)=O)=O)NC(OC(C)(C)C)=O